ClC1=C(C=C(C=C1)C(CC(C)C)N1C[C@@H](N(C[C@H]1C)C=1C=2N=CN(C2N2C(N1)=NN=C2)C[C@H]2OCCC2)C)F 4-((2S,5R)-4-(1-(4-chloro-3-fluorophenyl)-3-methylbutyl)-2,5-dimethylpiperazin-1-yl)-1-(((S)-tetrahydrofuran-2-yl)methyl)-1H-[1,2,4]triazolo[3,4-b]purine